(5R)-4-chloro-5-methyl-1-oxo-5,6,7,8-tetrahydro-1λ5-quinoline ClC1=CC=N(C=2CCC[C@H](C12)C)=O